CN(C1=CC=CC(=N1)OC1=CC=C(C=C1)C1=NOC(=N1)CC(C(=O)O)=C)C 2-((3-(4-((6-(dimethylamino)pyridin-2-yl)oxy)phenyl)-1,2,4-oxadiazol-5-yl)methyl)acrylic acid